FC(S(=O)(=O)OC1=CC(=C(C(=C1)O[Si](C)(C)C)[C@@H]1C=C(CC[C@@H]1C(=C)C)C)O[Si](C)(C)C)(F)F 4-((1R,6S)-3-methyl-6-(prop-1-en-2-yl)cyclohex-2-enyl)-3,5-bis(trimethylsilyloxy)phenyl trifluoromethanesulfonate